4-(2-amino-2-methylpropanoyl)-N-(1-(4-((4-amino-4-methylpiperidin-1-yl)methyl)cyclohexyl)-2-oxo-1,2-dihydropyrimidin-4-yl)piperazine-1-carboxamide hydrochloride salt Cl.NC(C(=O)N1CCN(CC1)C(=O)NC1=NC(N(C=C1)C1CCC(CC1)CN1CCC(CC1)(C)N)=O)(C)C